N1(CCNCC1)CCOC1=CC=C(C=N1)NC1=NC(=NC=2C=NNC(C21)=O)N2CCCCC2 4-((6-(2-(piperazin-1-yl)ethoxy)pyridin-3-yl)amino)-2-(piperidin-1-yl)pyrimido[4,5-d]pyridazin-5(6H)-one